(methylamino)-7-nitro-3,4-dihydroisoquinolin-1(2H)-one CNN1C(C2=CC(=CC=C2CC1)[N+](=O)[O-])=O